F[Sb-](F)(F)(F)(F)F.C1(=CC=CC=C1)[S+](C1=CC=C(C=C1)SC1=CC=CC=C1)C1=CC=CC=C1 Diphenyl-[p-(phenylthio)phenyl]sulfonium hexafluoroantimonate